C1(=CC(=CC=C1)C(=O)NCC1=NOC(C1)(C(=O)OC)CC1=CC=CC=C1)C1=CC=CC=C1 methyl 3-([1,1'-biphenyl]-3-carboxamidomethyl)-5-benzyl-4,5-dihydroisoxazole-5-carboxylate